[1-[3-[[(1R)-1-[3-Methoxy-5-(1-methylpyrazol-4-yl)phenyl]ethyl]carbamoyl]-4-methyl-phenyl]azetidin-3-yl]methyl methanesulfonate CS(=O)(=O)OCC1CN(C1)C1=CC(=C(C=C1)C)C(N[C@H](C)C1=CC(=CC(=C1)C=1C=NN(C1)C)OC)=O